{(4E)-4-[3-(3-chlorophenyl)prop-2-yn-1-ylidene]-3,3-dimethylpiperidin-1-yl}(4-methoxypyrimidin-2-yl)methanone ClC=1C=C(C=CC1)C#C\C=C/1\C(CN(CC1)C(=O)C1=NC=CC(=N1)OC)(C)C